(S)-9-chloro-4-ethyl-8-fluoro-4-hydroxy-11-(((S)-1-isopropylpyrrolidin-2-yl)methyl)-1,12-dihydro-14H-pyrano[3',4':6,7]indolizino[2,1-b]quinoline-3,6,14(4H,11H)-trione ClC1=C(C=C2C(C3=C(N(C2=C1)C[C@H]1N(CCC1)C(C)C)CN1C(C2=C(C=C13)[C@@](C(OC2)=O)(O)CC)=O)=O)F